(E)-2-(2,6-Dioxopiperidin-3-yl)-5-(4-(4-(4-(1-(4-hydroxyphenyl)-2-phenylbut-1-en-1-yl)phenyl)piperazin-1-yl)butoxy)isoindolin-1,3-dion O=C1NC(CCC1N1C(C2=CC=C(C=C2C1=O)OCCCCN1CCN(CC1)C1=CC=C(C=C1)/C(=C(/CC)\C1=CC=CC=C1)/C1=CC=C(C=C1)O)=O)=O